C1(CCC1)NC1=NC(=NC(=N1)NC1=CC(=CC=C1)S(=O)(=O)C)C1=C(C=CC=C1)F N2-cyclobutyl-6-(2-fluorophenyl)-N4-(3-(methylsulfonyl)phenyl)-1,3,5-triazine-2,4-diamine